O=C1NC(CCC1N1C(C2=CC=CC(=C2C1=O)N1CCC(CC1)C=1C=C(C(=O)O)C=CC1)=O)=O 3-{1-[2-(2,6-dioxopiperidin-3-yl)-1,3-dioxoisoindol-4-yl]piperidin-4-yl}benzoic acid